FC(C(=O)O)(F)F.ClC=1C(=C(C=CC1)C1=NN2C(CNCC2)=C1C1=C2C(=NC=C1)N(C=C2C)CO)F {4-[2-(3-chloro-2-fluorophenyl)-4,5,6,7-tetrahydropyrazolo[1,5-a]pyrazin-3-yl]-3-methyl-1H-pyrrolo[2,3-b]pyridin-1-yl}methanol trifluoroacetate